N1=C(C=CC=C1)NC=1SC=C(N1)C1=CC=C(C=C1)NC(CC)=O N-(4-(2-(Pyridin-2-ylamino)thiazol-4-yl)phenyl)propionamid